[Na+].S(=O)(=O)([O-])CCCSC(N(C)C)=S N,N-dimethyldithiocarbamic acid (3-sulfopropyl) ester, sodium salt